COC[C@@H]1CO1 (S)-(+)-epoxypropyl methyl ether